pyridin-4-methylamine N1=CC=C(C=C1)CN